ClCCCN1CCN(CC1)CC 1-(3-chloropropyl)-4-ethylpiperazine